C1(CCCCC1)N[C@H](CC1CCCCC1)C(=O)N1[C@@H](CN(CC1)C(=O)OC=1C=CC=C2C=CC=NC12)C(NCC=1SC=CC1)=O quinolin-8-yl (3S)-4-(N,3-dicyclohexyl-D-alanyl)-3-[(thiophen-2-ylmethyl)carbamoyl]piperazine-1-carboxylate